BrC=1C=C2C(=NC1)NC=C2CC2=CC=C(C=C2)F 5-bromo-3-(4-fluorobenzyl)-1H-pyrrolo[2,3-b]pyridine